trimethylammonium chloride salt [Cl-].C[NH+](C)C